(4-{3-iodoimidazo[1,2-a]pyridin-7-yl}-3,6-dihydro-2H-pyridin-1-yl)carboxylic acid tert-butyl ester C(C)(C)(C)OC(=O)N1CCC(=CC1)C1=CC=2N(C=C1)C(=CN2)I